[I-].[I-].[I-].C(CCCCCCCCCCC)N dodecylamine triiodide